methyl 1-methacrylate C(C(=C)C)(=O)OC